C(N)(=O)[C@H]1N2C(N([C@H](CC1)C2)OS(=O)(=O)OCC(C(=O)OC(C)(C)C)(C(=O)OC(C)(C)C)C)=O di-tert-butyl 2-((((((2S,5R)-2-carbamoyl-7-oxo-1,6-diazabicyclo[3.2.1]octane-6-yl) oxy) sulfonyl) oxy) methyl)-2-methylmalonate